N-Acetylneuraminic Acid Hydrate O.C(C)(=O)N[C@@H]1[C@H](CC(C(O)=O)(O)O[C@H]1[C@H](O)[C@H](O)CO)O